FC1=CC=C2C=C(C=3C=CC=NC3C2=N1)C=1C=2C=CC=NC2C2=NC(=CC=C2C1)F 9,9'-Difluoro-bi(1,10-phenanthroline-5-yl)